N-(5-methyl-1,3,4-oxadiazol-2-yl)-2-(3-chlorophenoxy)benzamide CC1=NN=C(O1)NC(C1=C(C=CC=C1)OC1=CC(=CC=C1)Cl)=O